COC1=CC=C(CN2N=NC(=C2)C2=CC=C(C=C2)B(O)O)C=C1 (4-(1-(4-Methoxybenzyl)-1H-1,2,3-triazol-4-yl)phenyl)boronic acid